Methyl 2-[8-bromo-4-methoxy-5-(2,2,2-trifluoroethyl)-pyrimido[5,4-b]indol-2-yl]acetate BrC1=CC=2C3=C(N(C2C=C1)CC(F)(F)F)C(=NC(=N3)CC(=O)OC)OC